NC1=CC=C(N=N1)C1CCN(CC1)C(=O)C1=C(C=C(C=C1)C1=CC=C(C=C1)C(F)(F)F)OC [4-(6-Amino-pyridazin-3-yl)-piperidin-1-yl]-(3-methoxy-4'-trifluoromethyl-biphenyl-4-yl)-methanone